C(C)NC(CCSC(C)C1=CC=CC=C1)=O N-ethyl-3-((1-phenylethyl)thio)propanamide